Oxazolyl-benzene O1C(=NC=C1)C1=CC=CC=C1